C1(CCCC1)OC1=CC(=C(C=C1[N+](=O)[O-])C1=CC=NS1)F 5-(4-(cyclopentyloxy)-2-fluoro-5-nitrophenyl)isothiazole